ethyl-2-(3-phenyl-4-(4-(trifluoromethyl)benzyl)-1H-pyrazol-1-yl)thiazole C(C)C=1N=C(SC1)N1N=C(C(=C1)CC1=CC=C(C=C1)C(F)(F)F)C1=CC=CC=C1